C(C)(C)(C)N1N=C(N=N1)C(=O)NCC1=C(C=C(C=C1)C1=NC=NN2C1=CC(=C2)N2C[C@@H](OCC2)C)C (S)-2-(tert-butyl)-N-(2-methyl-4-(6-(2-methylmorpholino)pyrrolo[2,1-f][1,2,4]triazin-4-yl)benzyl)-2H-tetrazole-5-carboxamide